NC1=NC=CC=C1C1=NC=2C(=NC(=CC2)C2=NN(N=C2)C2CC2)N1C1=CC=C(CN2CCC(CC2)NC2=NC(=NC=C2)C#N)C=C1 4-((1-(4-(2-(2-aminopyridin-3-yl)-5-(2-cyclopropyl-2H-1,2,3-triazol-4-yl)-3H-imidazo[4,5-b]pyridin-3-yl)benzyl)piperidin-4-yl)amino)pyrimidine-2-carbonitrile